ClC=1C=C(C=CC1C)C=1NC(C=2N(C1)N=C(C2)C(=O)O)=O 6-(3-Chloro-4-methylphenyl)-4-oxo-4,5-dihydropyrazolo[1,5-a]pyrazine-2-carboxylic acid